S1C(=NC2=C1C=CC=C2)C(=O)N2CCC1(C(N3[C@H](O1)CC[C@H]3C3=CC(=CC(=C3)F)F)=O)CC2 (5'S,7a'R)-1-(1,3-benzothiazole-2-carbonyl)-5'-(3,5-difluoro-phenyl)tetrahydro-3'H-spiro[piperidine-4,2'-pyrrolo[2,1-b][1,3]oxazol]-3'-one